CN1C(CCC2=CC(=CC=C12)C1=CN=CC=2[C@@H](CCCC12)OC1CCN(CC1)C(CC)=O)=O |r| (rac)-1-methyl-6-(8-((1-propionylpiperidin-4-yl)oxy)-5,6,7,8-tetrahydroisoquinolin-4-yl)-3,4-dihydroquinolin-2(1H)-one